5-dimethylaminonaphthalen-1-sulfonylhydrazine CN(C1=C2C=CC=C(C2=CC=C1)S(=O)(=O)NN)C